N-[5-[2-(2,2-dimethylmorpholin-4-yl)pyrimidin-5-yl]-4-fluoro-2-[rac-(3R,5S)-3,4,5-trimethylpiperazin-1-yl]phenyl]-6-oxo-4-(trifluoromethyl)-1H-pyridine-3-carboxamide CC1(CN(CCO1)C1=NC=C(C=N1)C=1C(=CC(=C(C1)NC(=O)C1=CNC(C=C1C(F)(F)F)=O)N1C[C@H](N([C@H](C1)C)C)C)F)C |r|